N1(CCOCC1)CCN1C=C2CCC3=C(C2=C1)N1C(S3)=NC(=C1)C1=CC=C(N)C=C1 4-{2-[2-(morpholin-4-yl)ethyl]-4,5-dihydro-2H-imidazo[2',1':2,3][1,3]thiazolo[4,5-e]isoindol-8-yl}aniline